5-[(E)-2-(3-hydroxy-4-methoxyphenyl)ethane-1-yl]benzene-1,3-diol OC=1C=C(C=CC1OC)CCC=1C=C(C=C(C1)O)O